Cl.C(CC1=CC=CC=C1)N1CCC(CC1)N(C(=O)C=1NC=CC1)C1=CC=CC=C1 N-(1-phenethylpiperidin-4-yl)-N-phenyl-1H-pyrrole-2-carboxamide hydrochloride